((S)-6-(4-chlorophenyl)-8-hydroxy-1-methyl-4H-benzo[f][1,2,4]triazolo[4,3-a][1,4]diazepin-4-yl)-N-ethylacetamide ClC1=CC=C(C=C1)C1=N[C@H](C=2N(C3=C1C=C(C=C3)O)C(=NN2)C)CC(=O)NCC